ClC=1C=C(C=CC1)C(CO)OCC#N 2-[1-(3-chlorophenyl)-2-hydroxyethoxy]acetonitrile